7'-(2-(Benzyloxy)phenyl)-2'-oxo-1',4'-dihydro-2'H-spiro[pyrrolidine-3,3'-quinoline]-1-carbonitrile C(C1=CC=CC=C1)OC1=C(C=CC=C1)C1=CC=C2CC3(C(NC2=C1)=O)CN(CC3)C#N